FC1(CN(CC[C@H]1NC1=NN2C(C(=N1)OC)=C(C=C2)C=2C=CC1=C(N(C(=N1)C)CC(F)(F)F)C2)S(=O)(=O)C)F (R)-N-(3,3-difluoro-1-(methylsulfonyl)piperidin-4-yl)-4-methoxy-5-(2-methyl-1-(2,2,2-trifluoroethyl)-1H-benzo[d]imidazol-6-yl)pyrrolo[2,1-f][1,2,4]triazin-2-amine